3,6-bis(2-amino-5-methylphenoxy)benzonorbornene NC1=C(OC2C3C4=C(C2CC3)C=C(C=C4)OC4=C(C=CC(=C4)C)N)C=C(C=C1)C